C(=CC)OCCCOC1=CC=C(C(=O)OC2=C(C=C(C=C2)OC(C2=CC=C(C=C2)OCCCOC=CC)=O)C)C=C1 1,4-bis-[4-(3-propenoxypropoxy)benzoyl-oxy]-2-methylbenzene